N-propylpyridinium fluoride salt [F-].C(CC)[N+]1=CC=CC=C1